OC1=C(C=CC(=C1)O)C(/C=C/C=1C=CC(=C(C1)[C@@H]1[C@H](OC2=CC(=CC(=C2C1=O)O)O)C1=CC=C(C=C1)O)O)=O (2S,3R)-3-[5-[(E)-3-(2,4-Dihydroxyphenyl)-3-oxoprop-1-enyl]-2-hydroxyphenyl]-5,7-dihydroxy-2-(4-hydroxyphenyl)-2,3-dihydrochromen-4-one